FC(C(=O)O)(F)F.FC(C(=O)O)(F)F.C=C1C2CNCC(C1)N2 6-methylene-3,8-diazabicyclo[3.2.1]octane bis(2,2,2-trifluoroacetate)